C(C)OC1C(=C(C(O1)=O)Br)SCC1=CC=CC=C1 5-ethoxy-4-benzylthio-3-bromo-2(5H)furanone